O=C(CCOC[C@H](C)NC1=C(C(NN=C1)=O)C(F)(F)F)N1C[C@H]2COC3=C(CN2CC1)N=CC(=C3)C(F)(F)F 5-(((S)-1-(3-oxo-3-((S)-3-(trifluoromethyl)-6a,7,9,10-tetrahydro-12H-pyrazino[2,1-c]pyrido[2,3-f][1,4]oxazepin-8(6H)-yl)propoxy)prop-2-yl)amino)-4-(trifluoromethyl)pyridazin-3(2H)-one